Chloromethyl N-[(1S)-2-(1,3-benzodioxol-5-yl)-1-methyl-ethyl]-N-ethyl-carbamate O1COC2=C1C=CC(=C2)C[C@H](C)N(C(OCCl)=O)CC